O=C1C(CCC2=C(N1)C=C(C=C2)CN2CCN(CC2)C2=CC=NC=C2)NC(C2=NC=CC(=C2)OC2=CC=CC=C2)=O (+)-N-(2-Oxo-8-((4-(pyridin-4-yl)piperazin-1-yl)methyl)-2,3,4,5-tetrahydro-1H-benzo[b]azepin-3-yl)-4-phenoxypicolinamide